1-({3,4-difluoro-2-[(2-fluoro-4-iodophenyl)amino]Phenyl}carbonyl)-3-[(pyridin-2-ylamino)methyl]Azetidine-3-ol hydrochloride Cl.FC=1C(=C(C=CC1F)C(=O)N1CC(C1)(O)CNC1=NC=CC=C1)NC1=C(C=C(C=C1)I)F